C1(=CC=CC=C1)C=1C(=NC(=CC1)C1=CC(=CC=C1)C1=CC(=C(C=C1)C(=O)O)C(=O)O)C1=CC(=CC=C1)C1=CC(=C(C=C1)C(=O)O)C(=O)O phenyl-2,6-bis[3-(3,4-dicarboxyphenyl)phenyl]Pyridine